CCCCCCCCCCCCC(=O)OC[C@H](COP(=O)(O)OC[C@H](CO)O)OC(=O)CCCC/C=C\C/C=C\C/C=C\CCCCC 1-tridecanoyl-2-(6Z,9Z,12Z-octadecatrienoyl)-glycero-3-phospho-(1'-sn-glycerol)